OC(=O)C(F)(F)F.O=C1NC(CCC1N1C(C2=CC=CC(=C2C1=O)CN[C@@H]1C[C@H](CC1)NC1=NC=CC(=N1)C1=CC2=C(N(N=C2C=C1)C)C(C)C)=O)=O 2-(2,6-dioxopiperidin-3-yl)-4-((((1S,3S)-3-((4-(3-isopropyl-2-methyl-2H-indazol-5-yl)pyrimidin-2-yl)amino)cyclopentyl)amino)methyl)isoindoline-1,3-dione TFA salt